[Na+].NCCNCCS(=O)(=O)[O-] 2-(2-aminoethyl)aminoethanesulfonic acid sodium salt